ClC=1C=C(C=CC1OC)C(C)=O 1-(3-chloro-4-methoxyphenyl)ethanone